C1(C=CC2=CC=CC3=NC4=C5C=CC=CC5=CN4C1=C23)=O phthaloperinone